(2S,4R)-1-[(2S)-2-(10-aminodecan-amido)-3,3-dimethylbutanoyl]-4-hydroxy-N-[[4-(4-methyl-1,3-thiazol-5-yl)phenyl]methyl]pyrrolidine-2-carboxamide hydrochloride Cl.NCCCCCCCCCC(=O)N[C@H](C(=O)N1[C@@H](C[C@H](C1)O)C(=O)NCC1=CC=C(C=C1)C1=C(N=CS1)C)C(C)(C)C